C(C)C(COCC(C(CCC)O)CC)C(CCC)O 2-ethyl-3-hydroxyhexyl oxide